1-Cyclopropyl-N-[4-[5-[2-[[(3S,5S)-5-fluoro-1-methyl-3-piperidyl]amino]pyrimidin-4-yl]-2-methyl-thiazol-4-yl]oxy-1-naphthyl]methanesulfonamide C1(CC1)CS(=O)(=O)NC1=CC=C(C2=CC=CC=C12)OC=1N=C(SC1C1=NC(=NC=C1)N[C@@H]1CN(C[C@H](C1)F)C)C